tert-butyl 2-[[3-chloro-4-[4-(hydroxymethyl)-1-piperidyl]phenyl]methyl]morpholine-4-carboxylate ClC=1C=C(C=CC1N1CCC(CC1)CO)CC1CN(CCO1)C(=O)OC(C)(C)C